COC(=O)C=1SC=C(C1NC(C[N+](CC(=O)NC1=NOC=C1C)(C)C)=O)C 2-((2-(methoxycarbonyl)-4-methylthiophen-3-yl)amino)-N,N-dimethyl-N-(2-((4-methylisoxazol-3-yl)amino)-2-oxoethyl)-2-oxoethan-1-aminium